FC(C(=O)O)(F)F.N1CCCCC1 piperidine, trifluoroacetate salt